C(C1=CC=CC=C1)OC(=O)N[C@H]1C[C@H](NC1=O)C(=O)OC (2S,4S)-methyl 4-(((benzyloxy)-carbonyl)amino)-5-oxopyrrolidine-2-carboxylate